[C@H]12OC[C@H](N(C1)CC=1C=CC(=NC1)C=1C=NC(=CC1NC1=NC(=NC=C1)C(C)(F)F)NC(C)=O)C2 N-(5-(((1r,4r)-2-oxa-5-azabicyclo[2.2.1]hept-5-yl)methyl)-4'-((2-(1,1-difluoroethyl)pyrimidin-4-yl)amino)-[2,3'-bipyridyl]-6'-yl)acetamide